3-(5-(5-(2-chloro-phenyl)-1,2,4-oxadiazol-3-yl)-1H-benzo[d][1,2,3]triazol-1-yl)-2,2-dimethylpropan-1-ol ClC1=C(C=CC=C1)C1=NC(=NO1)C1=CC2=C(N(N=N2)CC(CO)(C)C)C=C1